3-(6-butoxynaphthalen-2-yl)-1-isopropyl-1H-pyrazolo[3,4-d]pyrimidin-4-amine C(CCC)OC=1C=C2C=CC(=CC2=CC1)C1=NN(C2=NC=NC(=C21)N)C(C)C